2-(3,5-Difluorobenzyl)-2H-indazole-6-carboxylic acid hydroxyamide ONC(=O)C=1C=CC2=CN(N=C2C1)CC1=CC(=CC(=C1)F)F